trimethyl-3-propyl-6H-benzo[c]chromen-1-ol CC1OC=2C(=C(C(=C(C2C2=C1C=CC=C2)O)C)CCC)C